FCC[C@H]1[C@H](NC(C1)=O)COC1=NC=CC2=CC(=C(C=C12)OC)C(=O)N 1-{[(2s,3s)-3-(2-fluoroethyl)-5-oxopyrrolidin-2-yl]methoxy}-7-methoxyisoquinoline-6-carboxamide